4-(cyclopropylamino)-N-(2,6-dimethylphenyl)-2-((4-(4-methylpiperazin-1-yl)phenyl)amino)pyrimidine-5-carboxamide C1(CC1)NC1=NC(=NC=C1C(=O)NC1=C(C=CC=C1C)C)NC1=CC=C(C=C1)N1CCN(CC1)C